(R)-3-(3-((6-((1-methylpiperidin-4-yl)oxy)pyrazin-2-yl)amino)-1H-pyrazol-5-yl)cyclopentan-1-one CN1CCC(CC1)OC1=CN=CC(=N1)NC1=NNC(=C1)[C@H]1CC(CC1)=O